5-(3-((tert-butylsulfonyl)ethynyl)phenoxy)-1H-1,2,3-triazole-4-carboxylic acid C(C)(C)(C)S(=O)(=O)C#CC=1C=C(OC2=C(N=NN2)C(=O)O)C=CC1